OC(=O)C(F)(F)F.C1(CCCC1)CN(CCN1C2CC(CC1CC2)C=2C=C(C(=O)N)C=CC2)C(=O)[C@@H]2CC[C@H](CC2)O 3-endo-(8-{2-[cyclopentylmethyl-(trans-4-hydroxycyclohexanecarbonyl)-amino]ethyl}-8-azabicyclo[3.2.1]oct-3-yl)-benzamide TFA salt